5-methoxy-2,4-dimethyl-6-[2-(4-piperidinyl)triazolo[4,5-B]pyridin-5-yl]-1,3-benzoxazole COC=1C(=CC2=C(N=C(O2)C)C1C)C=1C=CC=2C(N1)=NN(N2)C2CCNCC2